n-butyl (4,4-dimethyl-2-cyclopentenyl)acetate CC1(C=CC(C1)CC(=O)OCCCC)C